C(C)(C)(C)OC(=O)N1CCC=C(C1)C=1N(N=C2C=C(C=CC12)C1=CC(=CC=C1)F)C 5-(6-(3-fluorophenyl)-2-methyl-2H-indazol-3-yl)-3,6-dihydropyridine-1(2H)-carboxylic acid tert-butyl ester